C(C)N1CCN(CC1)C1=C(C=C(C=C1)C1=NNC2=C1N=C(N=C2)N2[C@@H](CNC[C@@H]2C)C)C (3R,5S)-4-(3-(4-(4-Ethylpiperazin-1-yl)-3-methylphenyl)-1H-pyrazolo[4,3-d]pyrimidin-5-yl)-3,5-dimethylpiperazin